FC(C=1NC=2C(=NC(=CC2)C(F)(F)F)N1)(F)F 2,5-bis(trifluoromethyl)imidazo[4,5-b]pyridine